4-(5-phenyl-1,3,4-oxadiazol-2-yl)piperidine C1(=CC=CC=C1)C1=NN=C(O1)C1CCNCC1